tert-butyl 4-((4-(6-(2-(trifluoromethyl)phenoxy)hexyl)phenyl)carbamoyl)piperazine-1-carboxylate FC(C1=C(OCCCCCCC2=CC=C(C=C2)NC(=O)N2CCN(CC2)C(=O)OC(C)(C)C)C=CC=C1)(F)F